tert-butyl 2-(4-(((5-fluoro-4-oxo-2-(((tetrahydro-2H-pyran-4-yl)thio)methyl)-3,4-dihydroquinazolin-7-yl)oxy)methyl)piperidin-1-yl)acetate FC1=C2C(NC(=NC2=CC(=C1)OCC1CCN(CC1)CC(=O)OC(C)(C)C)CSC1CCOCC1)=O